N1=CC=C(C=C1)C1C(C2CCC1O2)C(=O)N 3-(pyridin-4-yl)-7-oxabicyclo[2.2.1]heptane-2-carboxamide